N-((S)-(7-((R)-Cyclopropyl((S*)-4,4,4-trifluoro-3-methylbutanamido)methyl)imidazo[1,2-b]pyridazin-2-yl)(4,4-difluorocyclohexyl)methyl)-3-(2,2-difluoroethoxy)isoxazole-4-carboxamide C1(CC1)[C@H](C1=CC=2N(N=C1)C=C(N2)[C@@H](NC(=O)C=2C(=NOC2)OCC(F)F)C2CCC(CC2)(F)F)NC(C[C@@H](C(F)(F)F)C)=O |o1:38|